trans-4-((4-(1-Iso-propyl-1H-pyrazol-4-yl)pyridin-2-yl)-((trans-4-(5-methoxy-6-methylpyridin-2-yl)-cyclohexyl)methyl)-carbamoyl)cyclohexyl 3-(hydroxymethyl)-azetidine-1-carboxylate OCC1CN(C1)C(=O)O[C@@H]1CC[C@H](CC1)C(N(C[C@@H]1CC[C@H](CC1)C1=NC(=C(C=C1)OC)C)C1=NC=CC(=C1)C=1C=NN(C1)C(C)C)=O